difluoro-acetic acid FC(C(=O)O)F